FC(C(=NO)C1=CC=C(C=C1)OCCCOC1=CC=C(C=C1)C(C(F)(F)F)=NOS(=O)(=O)C1=CC=C(C=C1)OS(=O)(=O)C1=CC=C(C=C1)C)(F)F 2,2,2-trifluoro-1-(4-(3-(4-(2,2,2-trifluoro-1-(4-(4-methylphenylsulfonyloxy)phenylsulfonyloxyimino)-ethyl)-phenoxy)-propoxy)-phenyl)ethanone oxime